NC1=C(C=C(C(=O)C2=CC=C3C(=CC=CN23)C2=C(C=C(C=C2OC)N2C(CCC2)=O)Cl)C=C1F)F 1-(4-(3-(4-amino-3,5-difluorobenzoyl)indolizin-8-yl)-3-chloro-5-methoxyphenyl)pyrrolidin-2-one